2-(2-Chloro-6-methyl-4-((5-oxo-4-(4-(trifluoromethoxy)phenyl)-4,5-dihydro-1H-1,2,4-triazol-1-yl)meth-yl)-phenoxy)-2-methylpropionic acid ClC1=C(OC(C(=O)O)(C)C)C(=CC(=C1)CN1N=CN(C1=O)C1=CC=C(C=C1)OC(F)(F)F)C